Methyl 7-bromo-3-iodo-1H-indole-6-carboxylate BrC=1C(=CC=C2C(=CNC12)I)C(=O)OC